C(C=C)(=O)OCC(C(C(=O)N1[C@@H](CCCC1)C(=O)O[C@H](CCCN1CCOCC1)C=1C=C(C=CC1)NC(CCC(=O)O)=O)=O)(C)C 4-(3-((R)-1-((S)-1-(4-(acryloyloxy)-3,3-dimethyl-2-oxobutanoyl)piperidine-2-carbonyloxy)-4-morpholinobutyl)phenylamino)-4-oxobutanoic acid